(biphenylyl)(dimethylfluorenyl)(tert-butyl)(biphenylyl)(dimethylfluorenyl)(tert-butylspirobifluorenyl)amine C1(=C(C=CC=C1)C=1C(=C2C3=C(C(=C(C4(C3=CC2=CC1)C=CC=C1C2=CC=CC=C2C=C14)N(C1=C(C(=CC=4C2=CC=CC=C2CC14)C)C)C1=C(C=CC=C1)C1=CC=CC=C1)C(C)(C)C)C(C)(C)C)C1=C(C(=CC=4C2=CC=CC=C2CC14)C)C)C1=CC=CC=C1